(R)-4-(1-(4-(4-cyano-2-fluorophenyl)piperazin-1-yl)ethyl)benzoic acid methyl ester COC(C1=CC=C(C=C1)[C@@H](C)N1CCN(CC1)C1=C(C=C(C=C1)C#N)F)=O